ClC=1C(N(N(C1C)C)C1=CC=CC=C1)=O 4-chloro-1,5-dimethyl-2-phenyl-1,2-dihydro-3H-pyrazol-3-one